n-butene sulfur [S].C=CCC